(S)-1-(5-((benzyloxy)methyl)-1,3,4-oxadiazol-2-yl)pyrrolidine-2-carboxamide C(C1=CC=CC=C1)OCC1=NN=C(O1)N1[C@@H](CCC1)C(=O)N